CS(=O)(=O)N1CCN(CC1)C=1C=NC(=CC1)NC(=NC(=O)OC(C)(C)C)NC(=O)OC(C)(C)C 1-(Methylsulfonyl)-4-(6-(2,3-bis(tert-butoxycarbonyl)guanidino)pyridin-3-yl)piperazine